4-Bromo-1-chloro-3,5-difluorobenzene BrC1=C(C=C(C=C1F)Cl)F